9-(4'-chloro-[1,1':3',1''-terphenyl]-2-yl)-3-phenyl-9H-carbazole ClC1=C(C=C(C=C1)C1=C(C=CC=C1)N1C2=CC=CC=C2C=2C=C(C=CC12)C1=CC=CC=C1)C1=CC=CC=C1